N1[C@H]2[C@@H]([C@@H](C1)OC1=NOC(=C1C1=CC=3N(C=C1)N=C(C3)NC(=O)C3CC3)C)OCCC2 (3R,3aS,7aR)-N-[5-[3-(1,2,3,3a,5,6,7,7a-octahydropyrano[3,2-b]pyrrol-3-yloxy)-5-methyl-isoxazol-4-yl]pyrazolo[1,5-a]pyridin-2-yl]cyclopropanecarboxamide